BrC=1C=CC=2C3=C(NC2C1Cl)CCN([C@@H]3C)C(=O)C3=NC=C(C=N3)OC (R)-(7-bromo-6-chloro-1-methyl-1,3,4,5-tetrahydro-2H-pyrido[4,3-b]indol-2-yl)(5-methoxypyrimidin-2-yl)methanone